ortho-fluoropyridine FC1=NC=CC=C1